[Cr+6].FC=1C=CC(=C(C(=O)NC=2N=NN(C2)C)C1)I 5-fluoro-2-iodo-N-(1-methyl-1H-1,2,3-triazol-4-yl)benzamide chromium(vi)